4,4-difluoro-2-(4-fluorophenyl)-butanoic acid FC(CC(C(=O)O)C1=CC=C(C=C1)F)F